CNC1=NN(C(=C1)C1=CC=2N(C=C1)N=CC2C(=O)O)C2=NC(=CC=C2)C 5-(3-(methylamino)-1-(6-methylpyridin-2-yl)-1H-pyrazol-5-yl)pyrazolo[1,5-a]pyridine-3-carboxylic acid